N-[(2S,3R)-3-amino-2-hydroxy-4-phenylbutyryl]-L-leucine N[C@@H]([C@@H](C(=O)N[C@@H](CC(C)C)C(=O)O)O)CC1=CC=CC=C1